[5-(4,4,5,5-tetramethyl-1,3,2-dioxaborolan-2-yl)pyridin-2-yl]-1lambda5-phospholan-1-one CC1(OB(OC1(C)C)C=1C=CC(=NC1)P1(CCCC1)=O)C